COC1=C(C=CC(=C1)S(=O)(=O)C)NCC#CC1=C(C2=C(S1)C(=CC=C2)NC2CCC(CC2)N(C)C)CC(F)(F)F N1-(2-(3-((2-methoxy-4-(methyl-sulfonyl)phenyl)amino)prop-1-yn-1-yl)-3-(2,2,2-trifluoroethyl)benzo[b]thiophen-7-yl)-N4,N4-dimethylcyclohexane-1,4-diamine